FC1=C(C(=C2C=CN(C2=C1C)C(=O)OC(C)(C)C)CO)OC tert-butyl 6-fluoro-4-(hydroxymethyl)-5-methoxy-7-methyl-1H-indole-1-carboxylate